CN(C1=CC=C(\C=C/2\C(=C(C(O2)=O)C2=CC=CC=C2)C2=CC=C(C=C2)S(=O)(=O)C)C=C1)C (5Z)-5-(4-(dimethylamino)benzylidene)-4-(4-(methylsulfonyl)phenyl)-3-phenylfuran-2(5H)-one